NC1=NC=2C=CC=CC2C2=C1NC(N2CC2=CC=C(C=C2)CN2CCCC2)=S 4-amino-1-(4-(pyrrolidin-1-ylmethyl)benzyl)-1,3-dihydro-2H-imidazo[4,5-c]quinoline-2-thione